3-((3S,4R)-3-methyl-6-(7H-pyrrolo[2,3-d]pyrimidin-4-yl)-1,6-diazaspiro[3.4]octane-1-yl)-3-oxopropionitrile C[C@H]1CN([C@@]12CN(CC2)C=2C1=C(N=CN2)NC=C1)C(CC#N)=O